F[B-](F)(F)F.CN1CN(C=C1)CC N-methyl-N'-ethylimidazole tetrafluoroborate